2-(3-chloro-4-fluorophenyl)-2-[(4-{[(1,3-oxazol-2-yl)amino]-methyl}-1H-1,3-benzodiazol-2-yl)amino]propan-1-ol ClC=1C=C(C=CC1F)C(CO)(C)NC1=NC2=C(N1)C=CC=C2CNC=2OC=CN2